ClC1=C(CN2N=C(N=N2)C=2C=C3C=C(C=NC3=CC2)N)C=CC(=C1)C=1OC(=NN1)C(F)F 6-(2-(2-Chloro-4-(5-(difluoromethyl)-1,3,4-oxadiazol-2-yl)benzyl)-2H-tetrazol-5-yl)quinolin-3-amine